(2s,3s,4r,5r)-2-azido-5-(4-benzamidopyrrolo[2,1-f][1,2,4]triazin-7-yl)-5-cyano-2-(iodomethyl)tetrahydrofuran-3,4-dibenzoic acid N(=[N+]=[N-])[C@@]1(O[C@@]([C@H]([C@H]1C1=CC=CCC1C(=O)O)C1=CC=CC=C1C(=O)O)(C#N)C1=CC=C2C(=NC=NN21)NC(C2=CC=CC=C2)=O)CI